2-(3-(4-chlorophenyl)-propanamido)benzoic acid ClC1=CC=C(C=C1)CCC(=O)NC1=C(C(=O)O)C=CC=C1